(4-(dimethylphosphino)-3-(trifluoromethyl)phenyl)-1-(1-methoxyisoquinolin-5-yl)-5-(trifluoromethyl)-1H-pyrazole-4-carboxamide CP(C1=C(C=C(C=C1)C1=NN(C(=C1C(=O)N)C(F)(F)F)C1=C2C=CN=C(C2=CC=C1)OC)C(F)(F)F)C